6-((6,7-dimethoxyquinolin-4-yl)oxy)pyrimidin-5-amine COC=1C=C2C(=CC=NC2=CC1OC)OC1=C(C=NC=N1)N